6-(1-Methyl-1H-benzimidazol-5-yl)-4-oxo-4,5-dihydropyrazolo[1,5-a]pyrazine-2-carboxylic acid CN1C=NC2=C1C=CC(=C2)C=2NC(C=1N(C2)N=C(C1)C(=O)O)=O